C[C@H]1COC2=C(CN1)C=CC(=C2)C(=O)OC methyl (S)-3-methyl-2,3,4,5-tetrahydrobenzo[f][1,4]oxazepine-8-carboxylate